3-[4-(piperidine-1-sulfonyl)phenyl]-1-[1-(pyridin-3-yl)ethyl]urea N1(CCCCC1)S(=O)(=O)C1=CC=C(C=C1)NC(NC(C)C=1C=NC=CC1)=O